CC1=C(C=CC=C1)C=1OC=2N=C3N(C(C2N1)=O)CCC3 2-(2-methylphenyl)-6,7-dihydrooxazolo[5,4-D]pyrrolo[1,2-a]pyrimidin-9(5H)-one